(4-(benzo[d][1,3]dioxol-5-ylmethyl)piperazin-1-yl)-6-(4-chlorophenyl)-2-(pyridin-3-yl)pyrimidine O1COC2=C1C=CC(=C2)CN2CCN(CC2)C2=NC(=NC(=C2)C2=CC=C(C=C2)Cl)C=2C=NC=CC2